BrC1=C(C(=NN(C1=O)C)F)N[C@@H]1C[C@@H](CN(C1)C)C1=CC=C(C(=O)OCC)C=C1 ethyl 4-[(3R,5R)-5-[(5-bromo-3-fluoro-1-methyl-6-oxo-pyridazin-4-yl)amino]-1-methyl-3-piperidyl]benzoate